benzoylacetone disodium salt [Na].[Na].C(C1=CC=CC=C1)(=O)CC(C)=O